8-Benzyl 1,3-di-tert-butyl 2,4-dioxo-1,3,8-triazaspiro[4.5]decane-1,3,8-tricarboxylate O=C1N(C2(C(N1C(=O)OC(C)(C)C)=O)CCN(CC2)C(=O)OCC2=CC=CC=C2)C(=O)OC(C)(C)C